S(N)(OC[C@@H]1[C@H]([C@H]([C@@H](C1)NC1=CC=NC=2N1N=C(C2)C2=CC(=CC=C2)C(F)(F)F)O)O)(=O)=O ((1R,2R,3S,4R)-2,3-dihydroxy-4-((2-(3-(trifluoromethyl) phenyl)pyrazolo[1,5-a]pyrimidin-7-yl)amino)cyclopentyl)methyl sulfamate